Cl.COC1=C(C=C(C(=C1)C(F)(F)F)SCC)[C@@H]1CNCCC1 (R)-3-(2-methoxy-5-(ethylsulfanyl)-4-(trifluoromethyl)phenyl)piperidine hydrochloride